1-hexadecanoyl-2-(9Z-octadecenoyl)-sn-glycero-3-phosphocholine CCCCCCCCCCCCCCCC(=O)OC[C@H](COP(=O)([O-])OCC[N+](C)(C)C)OC(=O)CCCCCCC/C=C\CCCCCCCC